N1N=CC2=C(C=CC=C12)CC=1C=CC2=C(N(C=3C(N(N=CC32)CC3=C2C=NNC2=CC=C3)=O)C)N1 2,7-bis((1H-indazol-4-yl)methyl)-9-methyl-7,9-dihydro-8H-pyrido[3',2':4,5]pyrrolo[2,3-d]pyridazin-8-one